6-(1-(8-cyclopropyl-8-azabicyclo[3.2.1]oct-3-yl)piperidin-4-yl)-2-(3-fluoro-4-(methylsulfonyl)phenyl)-4-methyl-1H-benzo[d]imidazole C1(CC1)N1C2CC(CC1CC2)N2CCC(CC2)C=2C=C(C1=C(NC(=N1)C1=CC(=C(C=C1)S(=O)(=O)C)F)C2)C